CC1(C(C(=CC2(CCN(C2)C(=O)C2=C(C=NC=C2)C(F)(F)F)C1)C#N)=O)C 9,9-dimethyl-8-oxo-2-[3-(trifluoromethyl)pyridine-4-carbonyl]-2-azaspiro[4.5]dec-6-ene-7-carbonitrile